COC=1C=C2CCCC2=CC1OC 5,6-dimethoxyindan